2-(3-(5-amino-6-(pyrimidin-5-ylethynyl)pyrazin-2-yl)-4-methylphenyl)-3,3,3-trifluoro-2-hydroxypropanamide NC=1N=CC(=NC1C#CC=1C=NC=NC1)C=1C=C(C=CC1C)C(C(=O)N)(C(F)(F)F)O